S-Methyl-4-[2-ethoxyethyl(methyl)amino]-4-methyl-pent-2-ynethioat CS=C(C#CC(C)(C)N(C)CCOCC)[O-]